4-propoxymandelic acid 3,5-dimethoxyphenyl-propanoate COC=1C=C(C=C(C1)OC)OC(CC)=O.C(CC)OC1=CC=C(C(C(=O)O)O)C=C1